CC1(C2=CC=CC=C2C=2C=CC(=CC12)N(C1=CC=C(C=C1)C1=CC=C(C=C1)N(C=1C=NC=CC1)C1=CC=2C(C3=CC=CC=C3C2C=C1)(C)C)C=1C=NC=CC1)C N4,N4'-bis(9,9-dimethyl-9H-fluoren-2-yl)-N4,N4'-di(pyridin-3-yl)-[1,1'-biphenyl]-4,4'-diamine